CC1=NC=CC2=C1CC(C2)CNCCC2CN(C(O2)=O)C=2C=CC=1OCC(NC1N2)=O 6-[5-[2-[(1-methyl-6,7-dihydro-5H-cyclopenta[c]pyridin-6-yl)methylamino]ethyl]-2-oxo-1,3-oxazolidin-3-yl]-4H-pyrido[3,2-b][1,4]oxazin-3-one